N1=CC=CC=2CN(CCC12)C1=CC(=C(C(=C1)C)NC(CC(C)(C)C)=O)SCC N-(4-(7,8-dihydro-1,6-naphthyridin-6(5H)-yl)-2-(ethylsulfanyl)-6-methylphenyl)-3,3-dimethylbutyramide